C(C)OC=1C=C(C=CC1)[C@@H]([C@H](C)O)NC(C)=O N-[(1S,2S)-1-(3-ethoxyphenyl)-2-hydroxypropyl]acetamide